NC1=C(C=C(N=N1)C1=C(C=CC(=C1)F)O)C=1C=NN(C1)C1CCNCC1 2-(6-amino-5-(1-(piperidin-4-yl)-1H-pyrazol-4-yl)pyridazin-3-yl)-4-fluorophenol